OCCS(=O)(=O)CCCN(C(OC(C)(C)C)=O)C tert-butyl (3-((2-hydroxyethyl)sulfonyl)propyl)(methyl)carbamate